4,6-dimethoxypyrazolo[1,5-a]Pyridine COC=1C=2N(C=C(C1)OC)N=CC2